2-(1H-pyrrolo[2,3-b]pyridin-3-yl)ethylamine dihydrochloride Cl.Cl.N1C=C(C=2C1=NC=CC2)CCN